tert-butyl N-[(3R,4S)-3-methoxy-4-piperidyl]carbamate CO[C@@H]1CNCC[C@@H]1NC(OC(C)(C)C)=O